C(C)NC(=O)C1=C(C2=C(NC3=CC=C(C=C23)C2=CC(=CC=C2)OC)C=N1)COC N-ethyl-4-(methoxymethyl)-6-(3-methoxyphenyl)-9H-pyrido[3,4-b]indole-3-carboxamide